bis[(3-phenyloxetan-3-yl)methyl]phosphite C1(=CC=CC=C1)C1(COC1)COP(OCC1(COC1)C1=CC=CC=C1)[O-]